Trans-2-(2-((S)-2-(benzyloxy)-3-phenylpropionylamino)acetylamino)cyclohexanecarboxamide C(C1=CC=CC=C1)O[C@H](C(=O)NCC(=O)N[C@H]1[C@@H](CCCC1)C(=O)N)CC1=CC=CC=C1